CN1N=C(C2=CC=C(C=C12)[C@H]1C[C@@H](N(CC1)CC1CCNCC1)C)C1C(NC(CC1)=O)=O 3-[1-methyl-6-[(2s,4r)-2-methyl-1-(4-piperidinylmethyl)-4-piperidinyl]indazol-3-yl]piperidine-2,6-dione